4-cyclohexene-1,2-diacetic acid C1(C(CC=CC1)CC(=O)O)CC(=O)O